1-[(2R,4r-6S)-2,6-dimethyltetrahydro-2H-pyran-4-yl]-2-(1,3-thiazol-4-ylmethyl)-1H-imidazo[4,5-c]quinoline-8-carbonitrile C[C@H]1O[C@H](CC(C1)N1C(=NC=2C=NC=3C=CC(=CC3C21)C#N)CC=2N=CSC2)C